8-(4-(methoxy)phenyl)-N-(3-(4-morphinanyl)phenyl)quinazolin-2-amine COC1=CC=C(C=C1)C=1C=CC=C2C=NC(=NC12)NC1=CC(=CC=C1)C1=CC=CC=2C[C@@H]3[C@@H]4CCCC[C@@]4(C12)CCN3